C1(C(CC=CC1)C(=O)OCC(C)C)C(=O)OCC(C)C diisobutyl 4-cyclohexene-1,2-dicarboxylate